3-[(3-chloro-2-methoxyphenyl)amino]-2-(6-cyclopropoxy-1,5-naphthyridin-4-yl)-1h,5h,6h,7h-pyrrolo[3,2-c]pyridin-4-one ClC=1C(=C(C=CC1)NC1=C(NC2=C1C(NCC2)=O)C2=CC=NC1=CC=C(N=C21)OC2CC2)OC